N-(3-fluoro-4-((6-methoxy-7-(3-morpholinopropoxy)quinolin-4-yl)oxy)phenyl)-4-phenyl-7,8-dihydro-6H-5,8-ethanopyrido[3,2-d]pyrimidine-2-carboxamide FC=1C=C(C=CC1OC1=CC=NC2=CC(=C(C=C12)OC)OCCCN1CCOCC1)NC(=O)C=1N=C(C2=C(N1)C1CCN2CC1)C1=CC=CC=C1